C1(=C(C(=CC=C1)C)C)C=1C(=CNC1)C#N 4-(2,3-xylyl)-1H-pyrrole-3-carbonitrile